2-chloro-N-[5-chloro-2-(2-fluoro-6-methoxy-benzoyl)-pyridin-3-yl]-benzenesulfonamide ClC1=C(C=CC=C1)S(=O)(=O)NC=1C(=NC=C(C1)Cl)C(C1=C(C=CC=C1OC)F)=O